C(CC)N(CCC)CC(=O)OCCC propyl N,N-dipropylaminoacetate